C1(=CC=CC=C1)C1=NC(=CC=C1C1=C(C(=C(C(=C1C1=CC=C(C=C1)N1C2=CC=CC=C2C=2C=C(C=CC12)C)C1=CC=C(C=C1)N1C2=CC=CC=C2C=2C=C(C=CC12)C)C1=CC=C(C=C1)N1C2=CC=CC=C2C=2C=C(C=CC12)C)C1=C(C=CC=C1C)C)C#N)C1=CC=CC=C1 4'-(2,6-diphenylpyridin-3-yl)-2'',6''-dimethyl-4-(3-methyl-9H-carbazol-9-yl)-5',6'-bis(4-(3-methyl-9H-carbazol-9-yl)phenyl)-[1,1':2',1''-terphenyl]-3'-carbonitrile